C(C1=CC=CC=C1)C1(CC(=NO1)CNC(C1=CC(=CC=C1)N(C)C)=O)C(=O)OC Methyl 5-benzyl-3-((3-(dimethylamino)benzamido)methyl)-4,5-dihydroisoxazole-5-carboxylate